N1=C(C=CC=C1)S(=O)(=O)NC(=O)C=1C=NC=CC1 N-(2-pyridylsulfonyl)pyridine-3-carboxamide